Cl.N[C@H](CC(=O)OCC1=CC=CC=C1)C#N benzyl (R)-3-amino-3-cyanopropanoate hydrochloride